N-[2-(3-benzyloxypropyl)-7-isopropoxy-imidazo[1,2-a]pyridin-6-yl]-6-(trifluoromethyl)pyridine-2-carboxamide sodium [Na].C(C1=CC=CC=C1)OCCCC=1N=C2N(C=C(C(=C2)OC(C)C)NC(=O)C2=NC(=CC=C2)C(F)(F)F)C1